tert-butyl N-[[5-(2,3-dichloro-6-methoxyphenyl)piperidin-2-yl]methyl]carbamate ClC1=C(C(=CC=C1Cl)OC)C1CCC(NC1)CNC(OC(C)(C)C)=O